C(C1=CC=CC=C1)OC[C@@H](C)N1C(NC(CC1=O)=O)=O (R)-1-(1-(benzyloxy)prop-2-yl)pyrimidine-2,4,6(1h,3h,5h)-trione